ClC1=C(C#N)C=CC(=C1)N1CC2(C[C@@H]1C)CCN(CC2)C=2C=NC(=CC2)C(=O)N2CCC(CC2)CN2CCN(CC2)C2=CC(=CC=C2)NC2C(NC(CC2)=O)=O 2-Chloro-4-((3S)-8-(6-(4-((4-(3-((2,6-dioxopiperidin-3-yl)amino)phenyl)piperazin-1-yl)meth-yl)piperidine-1-carbonyl)pyridin-3-yl)-3-meth-yl-2,8-diazaspiro[4.5]decan-2-yl)benzonitrile